N-(4-cyanobicyclo[2.2.2]octan-1-yl)-2-((1,1-dimethylethyl)sulfonamido)-4-(pentafluoro-λ6-sulfanyl)benzamide C(#N)C12CCC(CC1)(CC2)NC(C2=C(C=C(C=C2)S(F)(F)(F)(F)F)NS(=O)(=O)C(C)(C)C)=O